NC1=C(C(N(C2=CC(=CC=C12)Br)C1=CC2=C(N=CO2)C=C1)=O)C(=O)OCC ethyl 4-amino-1-(benzo[d]oxazol-6-yl)-7-bromo-2-oxo-1,2-dihydroquinoline-3-carboxylate